Isoleucyl-arginine N[C@@H]([C@@H](C)CC)C(=O)N[C@@H](CCCNC(N)=N)C(=O)O